N-[1-[1-(6-chloro-3-pyridyl)ethyl]-2-pyridylidene]-2,2,2-trifluoro-acetamide ClC1=CC=C(C=N1)C(C)N1C(C=CC=C1)=NC(C(F)(F)F)=O